C1=CC=CC=2C3=CC=CC=C3C(C12)C(=O)N 9H-fluorene-9-carboxamide